ClC=1C=C(CC=2OC(=C(N2)C2=CC=C(OCC3=NN(C(=C3)C(=O)O)C)C=C2)C)C=CC1 3-((4-(2-(3-Chlorobenzyl)-5-methyloxazol-4-yl)phenoxy)methyl)-1-methyl-1H-pyrazole-5-carboxylic acid